C(CCC)SC(=O)S(=O)(=O)SC(C(=O)O)C 2-(((butylthio)carbonyl-sulfonyl)thio)propionic acid